C(C)(C)C1=NN(C(=N1)C(C)C)CC1=CC=C(C=C1)C=C 3,5-diisopropyl-1-(4-vinylbenzyl)-1H-1,2,4-triazole